NC1=CC=C(OC2=CC=C(C(C)(C)C3=CC(=CC=C3)C(C3=CC=C(C=C3)OC3=CC=C(C=C3)N)(C)C)C=C2)C=C1 1,3-bis[4-(4-Aminophenoxy)-α,α-dimethylbenzyl]benzene